C(C)(C)(C)C1=C(C(=CC=C1)C(C)(C)C)SC1=C(C=CC=C1C(C)(C)C)C(C)(C)C 2,6-di-tert-butylphenyl sulfide